N1=NN(C2=NC=CC=C21)C=2C=C(C(=NC2)C(=O)O)F 5-(3H-[1,2,3]triazolo[4,5-b]pyridin-3-yl)-3-fluoropicolinic acid